ClC=1C=C2CN(CC2=CC1)C1=NC2=C(C=C(C=C2C(N1C)=O)C)C(C)NC1=C(C(=O)OC)C=CC=C1 methyl 2-((1-(2-(5-chloroisoindolin-2-yl)-3,6-dimethyl-4-oxo-3,4-dihydroquinazolin-8-yl)ethyl)amino)benzoate